6-bromo-2-(trifluoromethyl)-1,3-benzothiazole BrC1=CC2=C(N=C(S2)C(F)(F)F)C=C1